(2S)-N-[(1S)-1-carbamoyl-2-(2-oxopyrrolidin-3-yl)ethyl]-4-methyl-2-[(4-methyl-1H-indol-2-yl)formamido]pentanamide C(N)(=O)[C@H](CC1C(NCC1)=O)NC([C@H](CC(C)C)NC(=O)C=1NC2=CC=CC(=C2C1)C)=O